2-(dimethylamino)benzamide CN(C1=C(C(=O)N)C=CC=C1)C